ClCC1=NC2=C(C=NC(=C2)[N+]#[C-])N1C[C@H]1OCC1 (S)-2-(chloromethyl)-6-isocyano-3-(oxetan-2-ylmethyl)-3H-imidazo[4,5-c]Pyridine